C(#N)C1=C(C=CC=C1)C1=C(C(=NC(=N1)NC1=CC(=C(C=C1)C1CCN(CC1)C)C)OC)C(=O)N (2-cyanophenyl)-4-methoxy-2-((3-methyl-4-(1-methylpiperidin-4-yl)phenyl)amino)pyrimidine-5-carboxamide